ClC=1C(C(=C(C(C1Cl)=O)C#N)C#N)=O 2,3-Dichloro-5,6-dicyanobenzoquinone